C(C)(C)(C)OC(CCNC1=CC=C(C=C1)C1CCN(CC1)C(=O)[O-])=O 4-(4-((3-(tert-butoxy)-3-oxopropyl)amino)phenyl)piperidine-1-carboxylate